(R)-3-(2-(1-(4-fluorophenyl)ethoxy)-4-((2,2,2-trifluoroethyl)sulfonamido)phenyl)-5-(pyrazin-2-ylamino)-1H-pyrazole-4-carboxamide FC1=CC=C(C=C1)[C@@H](C)OC1=C(C=CC(=C1)NS(=O)(=O)CC(F)(F)F)C1=NNC(=C1C(=O)N)NC1=NC=CN=C1